ClC1=NC(=NC(=N1)Cl)NCCCCCCCC 4,6-dichloro-N-octyl-1,3,5-triazin-2-amine